(6S)-6-{2-Chloro-3-[1-(pyridin-3-ylmethyl)-1,2,3-triazol-4-yl]-phenyl}-2-imino-6-methyl-3-[(2S,4S)-2-methyltetrahydropyran-4-yl]hexahydropyrimidin-4-one trifluoroacetic acid salt FC(C(=O)O)(F)F.ClC1=C(C=CC=C1C=1N=NN(C1)CC=1C=NC=CC1)[C@@]1(CC(N(C(N1)=N)[C@@H]1C[C@@H](OCC1)C)=O)C